3-(3-chloro-4-fluorophenyl)-1-(1-(5-methoxy-1-oxo-1,2-dihydroisoquinolin-4-yl)ethyl)-1-methyl-urea ClC=1C=C(C=CC1F)NC(N(C)C(C)C1=CNC(C2=CC=CC(=C12)OC)=O)=O